CC(C1=CC=CC=C1)OC(=O)C1[N@](C1)CCO[Si](C1=CC=CC=C1)(C1=CC=CC=C1)C(C)(C)C (R)-1-(2-((tert-butyldiphenylsilyl)oxy)ethyl)aziridine-2-carboxylic acid methylbenzyl ester